3-ethyl-2-(6-methylheptan-2-yl)cyclopent-2-en-1-one C(C)C1=C(C(CC1)=O)C(C)CCCC(C)C